FC1=C(C=CC(=C1)OC1=NC=CC(=N1)C)N1C=C(C=2N=CN=C(C21)NCC2=CC=C(C=C2)OC)C 5-(2-fluoro-4-((4-methylpyrimidin-2-yl)oxy)phenyl)-4-((4-methoxybenzyl)amino)-7-methyl-5H-pyrrolo[3,2-d]pyrimidin